4-Bromo-1-dibenzofurancarbonitril BrC1=CC=C(C2=C1OC1=C2C=CC=C1)C#N